C1(=CC=C(C=C1)NC1=CC=2C(C3=CC=CC=C3C2C=C1)(C)C)C1=CC=CC=C1 N-([1,1'-biphenyl]-4-yl)-9,9-dimethyl-9H-fluoreN-2-amine